N1,N1-diphenyl-1,3-benzenediamine C1(=CC=CC=C1)N(C1=CC(=CC=C1)N)C1=CC=CC=C1